CN1N=NC2=C1C=CC(=C2C)CCC(=O)O 3-(1,4-dimethyl-1H-benzotriazol-5-yl)propanoic acid